CC1=CC=C(N=N1)NC(=O)[C@@H]1CC12CCN(CC2)C(=O)OC(C(F)(F)F)C(F)(F)F |r| 1,1,1,3,3,3-hexafluoropropan-2-yl (±)-1-((6-methylpyridazin-3-yl)carbamoyl)-6-azaspiro[2.5]octane-6-carboxylate